Cl.NC1CC(C1)C(=O)N1CCN(CC1)C1=NC=C(C=C1OC)C(F)(F)F ((1R,3R)-3-aminocyclobutyl)(4-(3-methoxy-5-(trifluoromethyl)pyridin-2-yl)piperazin-1-yl)methanone hydrochloride